C1(CCCCC1)C(=O)O.C1(CCCCC1)NC1CCCCC1 dicyclohexylamine cyclohexanecarboxylate